3-tert-Butyl-[1,2,4]oxadiazole-5-carboxylic acid {(S)-2-[2-(5-ethyl-1-methyl-1H-pyrazol-3-yl)-3H-imidazo[4,5-b]pyridin-7-yl]-6,7,8,9-tetrahydro-5H-benzocyclohepten-5-yl}-amide C(C)C1=CC(=NN1C)C1=NC=2C(=NC=CC2C=2C=CC3=C(CCCC[C@@H]3NC(=O)C3=NC(=NO3)C(C)(C)C)C2)N1